2-(5-(2-([1,2,4]triazolo[1,5-a]pyridin-6-yl)-3-isopropyl-1H-indol-5-yl)-1,3,4-oxadiazol-2-yl)-N-methylethan-1-amine N=1C=NN2C1C=CC(=C2)C=2NC1=CC=C(C=C1C2C(C)C)C2=NN=C(O2)CCNC